C[C@@]12S[P@@](O[C@@H]1C[C@@H](CC2)C(=C)C)(SC2=C(C(=C(C(=C2F)F)F)F)F)=S (2S,3aS,6R,7aR)-3a-methyl-2-((perfluorophenyl)thio)-6-(prop-1-en-2-yl)hexahydrobenzo[d][1,3,2]oxathiaphosphole 2-sulfide